N,N-bis(9,9-dimethyl-9H-fluoren-2-yl)-7'-methoxy-4',4'-dimethyl-3',4'-dihydro-2'H-spiro-[fluoren-9,1'-naphthalen]-2-amine CC1(C2=CC=CC=C2C=2C=CC(=CC12)N(C1=CC2=C(C=C1)C1=CC=CC=C1C21CCC(C2=CC=C(C=C12)OC)(C)C)C1=CC=2C(C3=CC=CC=C3C2C=C1)(C)C)C